C(C#C)(=O)[O-].[Cl-].[Ca+2] calcium chloride (propiolate)